1-(2-Methoxyphenyl)-2-methyl-piperazine COC1=C(C=CC=C1)N1C(CNCC1)C